(Z,Z-E)-7,11,13-hexadecatrienal C(CCCCC\C=C/CC\C=C/C=C/CC)=O